C1(=CC=CC=C1)C(=C)C1=CC=C(C=C1)[Mg]I 4-(1-phenylvinyl)phenylmagnesium iodide